C(C)NC(=S)N[C@H]1C[C@H](C2=CC(=C3C=C(N=CC3=C21)C2CC2)S(NCC(C)C)(=O)=O)NC(NCC)=S |r| Ethyl-3-[cis-(7RS,9SR)-3-cyclopropyl-7-(ethylcarbamothioylamino)-5-(2-methylpropylsulfamoyl)-8,9-dihydro-7H-cyclopenta[h]isochinolin-9-yl]thiourea